CC(C)(CCC(C)(C)O)O 2,5-dimethyl-2,5-hexylene glycol